FC1=C(C=C(C=C1)F)[C@@H]1CN(CCN1)C(=O)OC(C)(C)C tertbutyl (R)-3-(2,5-difluorophenyl)piperazine-1-carboxylate